C(CCCCC)C(C(=O)[O-])CCCC(=O)[O-].[NH4+].[NH4+] ammonium 2-n-hexyladipate